COC1=C(CNC2=NC=CC3=C(C=CC=C23)NCC23CN(C(C2)(C3)C(=O)OC)C(=O)OCC3=CC=CC=C3)C=CC(=C1)OC 2-benzyl 1-methyl 4-(((1-((2,4-dimethoxybenzyl)amino)isoquinolin-5-yl)amino)methyl)-2-azabicyclo[2.1.1]hexane-1,2-dicarboxylate